N-((1-aminoisoquinolin-6-yl)methyl)-4-bromothiazole-2-carboxamide NC1=NC=CC2=CC(=CC=C12)CNC(=O)C=1SC=C(N1)Br